O-(azetidin-3-yl)-L-serine N1CC(C1)OC[C@H](N)C(=O)O